2',3''''-dimethylsexiphenyl CC1(C(=CC=CC1)C1=CC=CC=C1)C=1C(=CC=CC1)C=1C(=CC=CC1)C=1C(=C(C=CC1)C)C1=CC=CC=C1